1-(4-isopropylphenyl)-2-hydroxybenzophenone C(C)(C)C1=CC=C(C=C1)C1(C(=O)C2=CC=CC=C2)C(C=CC=C1)O